(4S)-5-tert-Butoxy-4-[[(2S)-2-[[(2S)-2-(tert-butoxycarbonylamino)-4-methyl-pentanoyl]amino]-4-methyl-pentanoyl]amino]-5-oxo-pentanoic Acid C(C)(C)(C)OC([C@H](CCC(=O)O)NC([C@H](CC(C)C)NC([C@H](CC(C)C)NC(=O)OC(C)(C)C)=O)=O)=O